methyl (2S)-2-[(4-cyclopentylpyrrolidine-2-carbonyl)amino]-3-[(3S)-2-oxo-3-piperidyl]propanoate C1(CCCC1)C1CC(NC1)C(=O)N[C@H](C(=O)OC)C[C@H]1C(NCCC1)=O